CC=1C(=C(NC1C1=CC(=CC=C1)C(C(F)(F)F)O)C(=O)O)C1=CC=CC=C1 4-Methyl-3-phenyl-5-(3-(2,2,2-trifluoro-1-hydroxyethyl)phenyl)-1H-pyrrole-2-carboxylic acid